OC=1C=C(C(=O)NC(C(=O)N\N=C\[C@]2([C@@H](N3C(C[C@H]3S2(=O)=O)=O)C(=O)O)C)C(C)C)C=CC1O (2S,3R,5R)-3-((E)-(2-(2-(3,4-dihydroxybenzamido)-3-methylbutyryl)hydrazono)methyl)-3-methyl-7-oxo-4-thia-1-azabicyclo[3.2.0]heptane-2-carboxylic acid 4,4-dioxide